O(S(=O)(=O)C(F)(F)F)C=1N=CC=2C=CC3=C(C2C1)C=CC=C3 benzo[f]isoquinolin-2-yl triflate